O1C=NC2=C1C(=CC=C2)B(O)O BENZO[D]OXAZOL-7-YLBORONIC ACID